(R)-1-(4-((1-(3-cyano-2-methylphenyl)ethyl)amino)-7-methoxy-2-methylquinazolin-6-yl)-N,N-dimethylpiperidine-4-carboxamide C(#N)C=1C(=C(C=CC1)[C@@H](C)NC1=NC(=NC2=CC(=C(C=C12)N1CCC(CC1)C(=O)N(C)C)OC)C)C